(2-(Methylthio)pyrimidin-4-yl)methanol CSC1=NC=CC(=N1)CO